3-acetyl-4-iodo-1H-pyrazole-5-carbonitrile C(C)(=O)C1=NNC(=C1I)C#N